1-(1-(5,7-difluoro-3-methylbenzofuran-2-yl)-2,2,2-trifluoroethyl)-3-(2-(3-hydroxy-3-methylazetidin-1-yl)pyrimidin-5-yl)urea FC=1C=C(C2=C(C(=C(O2)C(C(F)(F)F)NC(=O)NC=2C=NC(=NC2)N2CC(C2)(C)O)C)C1)F